ClC=1C(=NC=C(C1)C1(CC(C1)=O)C#N)NC(OC(C)(C)C)=O tert-butyl (3-chloro-5-(1-cyano-3-oxocyclobutyl)pyridin-2-yl)carbamate